C(CCCC)(=O)C1=CC=C(NC=2C=CC=C3C=NC(=NC23)NC2=CC(=CC=C2)N2CCN(CC2)C)C=C1 8-(4-pentanoylanilino)-N-(3-(1-methylpiperazin-4-yl)phenyl)quinazolin-2-amine